2-methylnaphthyl[1,3-bis(2,6-diisopropylphenyl)imidazol-2-ylidene]bromopalladium(II) CC1=C(C2=CC=CC=C2C=C1)[Pd-2](Br)=C1N(C=CN1C1=C(C=CC=C1C(C)C)C(C)C)C1=C(C=CC=C1C(C)C)C(C)C